FC([C@](C)(O)C1=NC=C2N1[C@H](CN1C2=CC(=N1)C12CCC(C1)(C2)COC2OCCCC2)C)(F)F (2R)-1,1,1-trifluoro-2-((5S)-5-methyl-9-(4-(((tetrahydro-2H-pyran-2-yl)oxy)methyl)bicyclo[2.1.1]Hexane-1-yl)-5,6-dihydroimidazo[1,5-a]pyrazolo[5,1-c]pyrazin-3-yl)propan-2-ol